3-[[2-(2,3-dihydroxypropylthiomethyl)phenyl]methylthio]propane-1,2-diol OC(CSCC1=C(C=CC=C1)CSCC(CO)O)CO